NC1=NC=2C=CC=CC2C2=C1N=C(N2CC(C)C)N(CCO)C 2-[[4-amino-1-(2-methylpropyl)-1H-imidazo[4,5-c]quinolin-2-yl](methyl)amino]ethanol